NC1=CC(=C(C=C1)C(=O)N1C[C@H](C([C@H](C1)C)O)C)C(F)(F)F [4-amino-2-(trifluoromethyl)phenyl][(3R,4r,5S)-4-hydroxy-3,5-dimethylpiperidin-1-yl]methanone